3,6-bis(methyl-d3)-9H-carbazole-1,2,4,5,7,8-d6 ethyl-1-[3-[1-isopropyl-5-methyl-3-(trifluoromethyl)pyrazol-4-yl]pyrazolo[1,5-a]pyridin-5-yl]pyrazole-4-carboxylate C(C)OC(=O)C=1C=NN(C1)C1=CC=2N(C=C1)N=CC2C=2C(=NN(C2C)C(C)C)C(F)(F)F.C(C2=C(C(=C1NC=3C(=C(C(=C(C3C1=C2[2H])[2H])C([2H])([2H])[2H])[2H])[2H])[2H])[2H])([2H])([2H])[2H]